Cl.N1NC(CC1)=O pyrazolidin-3-one hydrochloride